[Ni](=S)(=S)=S.[P] phosphorus nickel trisulfide